[Cyclohexyl]alanine C1(CCCCC1)N[C@@H](C)C(=O)O